3-(3-chloro-4-methoxyphenyl)-1,1-dimethylurea ClC=1C=C(C=CC1OC)NC(N(C)C)=O